ClC=1C(=C2C=NNC2=C(C1F)C(NC(C(F)F)=O)C#N)C=1N=CC=2N(C1)C=C(N2)NC(=O)[C@H]2[C@H](C2)F (1S,2S)-N-(6-(5-chloro-7-(cyano(2,2-difluoroacetylamino)methyl)-6-fluoro-1H-indazol-4-yl)imidazo[1,2-a]pyrazin-2-yl)-2-fluorocyclopropane-1-carboxamide